CC1(N(CCN(C1)S(=O)(=O)C)C=1C=C2C(=CN1)N(N=C2)C=2C=C(C(=C(C2)O)F)C(F)(F)F)C 5-(5-(2,2-Dimethyl-4-(methylsulfonyl)piperazin-1-yl)-1H-pyrazolo[3,4-c]pyridine-1-yl)-2-fluoro-3-(trifluoromethyl)phenol